N-(((1r,4r)-4-aminocyclohexyl)methyl)-2-(4-isopropylpiperidin-1-yl)pyrimidin-5-amine NC1CCC(CC1)CNC=1C=NC(=NC1)N1CCC(CC1)C(C)C